FC1=CC=C(C=C1)[C@@H]1N(CCC2=CC=CC=C12)C=O ((S)-1-(4-fluorophenyl)-3,4-dihydroisoquinolin-2(1H)-yl)methanone